OC1(CC(C1)C(=O)N1CC2(C1)C[C@H](CC2)CC2=C(C=C(C=C2)C(F)(F)F)C)C |r| (rac)-((1s,3s)-3-Hydroxy-3-methylcyclobutyl)(6-(2-methyl-4-(trifluoromethyl)benzyl)-2-azaspiro[3.4]octan-2-yl)methanon